3-ethyl-7-((4-(2-fluoro-8-(methylamino)-1,7-naphthyridin-3-yl)piperazin-1-yl)methyl)-1,5-naphthyridin-2(1H)-one C(C)C=1C(NC2=CC(=CN=C2C1)CN1CCN(CC1)C=1C(=NC2=C(N=CC=C2C1)NC)F)=O